FC1=CC=C(C=C1)CN1C[C@@H]2CN([C@H]([C@@H]2C1)C)C1=CC(N(C=2C=CC(=NC12)C#N)C)=O 8-[(3aS,4S,6aR)-2-[(4-fluorophenyl)methyl]-4-methyl-1,3,3a,4,6,6a-hexahydropyrrolo[3,4-c]pyrrol-5-yl]-5-methyl-6-oxo-1,5-naphthyridine-2-carbonitrile